C1(CC1)N1N=C(C=C1C=O)S(=O)(=O)N(CC1=CC=C(C=C1)OC)CC1=CC=C(C=C1)OC 1-cyclopropyl-5-formyl-N,N-bis(4-methoxybenzyl)-1H-pyrazole-3-sulfonamide